N-phenyl-5-(pyridin-2-yl)-1,3,4-thiadiazol-2-amine C1(=CC=CC=C1)NC=1SC(=NN1)C1=NC=CC=C1